(4R,11bS)-4-(2-((R)-(4-Methoxyphenyl)(phenyl)silyl)phenyl)-4,5-dihydro-3H-dinaphtho[2,1-c:1',2'-e]phosphepine COC1=CC=C(C=C1)[Si@H](C1=C(C=CC=C1)P1CC2=C(C3=C(C1)C=CC1=CC=CC=C13)C=1C=CC=CC1C=C2)C2=CC=CC=C2